pregnane-3,17,20-triol CC([C@]1(CC[C@H]2[C@@H]3CCC4CC(CC[C@]4(C)[C@H]3CC[C@]12C)O)O)O